CC(CCCCCCN1[C@@H](C[C@@H](C1)O)C(=O)OCCCCCCC(C(=O)OC(CCCCCCCC)CCCCCC)(C)C)(C(OCCCC(CCCCC)CCCCC)=O)C [8-(1-hexylnonoxy)-7,7-dimethyl-8-oxo-octyl] (2S,4S)-1-[7,7-dimethyl-8-oxo-8-(4-pentylnonoxy)octyl]-4-hydroxy-pyrrolidine-2-carboxylate